COC(=O)C=1N=NC(=CC1)C1=C(C=C(C=C1C)C(F)(F)F)O.C(C=C)N1C(=NC2=C1C=CC=C2)C2=C(C=C(C=C2)Cl)Cl 1-allyl-2-(2,4-dichlorophenyl)benzimidazole Methyl-6-(2-hydroxy-6-methyl-4-(trifluoromethyl)phenyl)pyridazine-3-carboxylate